(R)-2-((1-(2-cyano-3-(4,4-difluoropiperidin-1-yl)-7-methylquinoxalin-5-yl)ethyl)amino)thiophene-3-carboxylic acid C(#N)C1=NC2=CC(=CC(=C2N=C1N1CCC(CC1)(F)F)[C@@H](C)NC=1SC=CC1C(=O)O)C